1-(4-(1-(cyclohexylmethyl)-6-((5-methylthiazol-2-yl)amino)-1H-pyrrolo[3,2-c]pyridin-4-yl)-3,6-dihydropyridin-1(2H)-yl)prop-2-en-1-one C1(CCCCC1)CN1C=CC=2C(=NC(=CC21)NC=2SC(=CN2)C)C=2CCN(CC2)C(C=C)=O